1,3-Dihydroxypropan OCCCO